(rac)-mandelate C([C@H](O)C1=CC=CC=C1)(=O)[O-] |r|